N-(benzo[d][1,3]dioxol-5-ylmethyl)pyrimidin-2-amine O1COC2=C1C=CC(=C2)CNC2=NC=CC=N2